[N+](=O)([O-])C1=CC=C(C=N1)C=1CCN(CC1)C(=O)OC(C)(C)C tert-butyl 6-nitro-3',6'-dihydro-[3,4'-bipyridine]-1'(2'H)-carboxylate